3-anilinesulfonate NC1=CC(=CC=C1)S(=O)(=O)[O-]